N[C@H](C(=O)O)CC1=CNC2=C(C=CC=C12)C1=NC=C(C=N1)F (S)-2-amino-3-(7-(5-fluoropyrimidin-2-yl)-1H-indol-3-yl)propanoic acid